T-butyl 2-(6-bromocinnolin-4-yl)-2,7-diazaspiro[3.5]nonane-7-carboxylate BrC=1C=C2C(=CN=NC2=CC1)N1CC2(C1)CCN(CC2)C(=O)OC(C)(C)C